ethyl (1R,4r)-4-((R)-1-(((R)-tert-butylsulfinyl)(methyl)amino)propyl)cyclohexane-1-carboxylate C(C)(C)(C)[S@@](=O)N([C@H](CC)C1CCC(CC1)C(=O)OCC)C